C(CO)C(CCO)OP(=O)([O-])[O-].C(C(COP(=O)([O-])[O-])O)O.[Na+].[Na+].[Na+].[Na+] Disodium β-glycerophosphate pentahydrate